3-(tert-butyldimethylsiloxy)-1-propyllithium O([Si](C)(C)C(C)(C)C)CCC[Li]